(1-(1-cyclobutyl-4-(trifluoromethyl)-1H-imidazol-2-yl)-2-oxabicyclo[2.2.2]oct-4-yl)methyl-4-methylbenzenesulfonate C1(CCC1)N1C(=NC(=C1)C(F)(F)F)C12OCC(CC1)(CC2)COS(=O)(=O)C2=CC=C(C=C2)C